1-Hexyl-2-propylpiperidinium chlorid [Cl-].C(CCCCC)[NH+]1C(CCCC1)CCC